FC(C(=O)O)(F)F.CC1=CN=C(O1)C1(CCCCC1)N1CC(OCC1)CS(=O)(=O)C 4-(5-methyloxazol-2-yl-cyclohexyl)-2-((methylsulfonyl)methyl)-morpholine 2,2,2-trifluoroacetate